4-chloro-1-methyl-1H-pyrazolo[3,4-b]pyridine ClC1=C2C(=NC=C1)N(N=C2)C